6-(5-bromo-2-methoxyphenyl)-N-(2,4-dimethoxybenzyl)pyrimido[5,4-d]pyrimidin-4-amine BrC=1C=CC(=C(C1)C=1N=CC=2N=CN=C(C2N1)NCC1=C(C=C(C=C1)OC)OC)OC